4-fluoro-2-(2-(2-(methoxymethyl)-7-methylquinoxalin-5-yl)thiazol-5-yl)phenol FC1=CC(=C(C=C1)O)C1=CN=C(S1)C1=C2N=CC(=NC2=CC(=C1)C)COC